C1(=CC=CC=C1)[C@H](C)NCC(=O)O (S)-N-(1-phenylethyl)glycine